6,6-Difluoro-2-(5-(4,4,5,5-tetramethyl-1,3,2-dioxaborolan-2-yl)pyrimidin-2-yl)-2-azaspiro[3.3]heptane FC1(CC2(CN(C2)C2=NC=C(C=N2)B2OC(C(O2)(C)C)(C)C)C1)F